tert-butyl-((3,4-dibromocyclopentyl)oxy)diphenylsilane C(C)(C)(C)[Si](C1=CC=CC=C1)(C1=CC=CC=C1)OC1CC(C(C1)Br)Br